octabromotrimethyl-phenylindan BrC1C(C(C2(C(C(C(C2=C1)(C1=CC=CC=C1)C)(C)C)(Br)Br)Br)(Br)Br)(Br)Br